5-amino-4-pyridyl-7-phenethyl-7H-pyrazolo[4,3-e][1,2,4]triazolo[1,5-c]pyrimidine NC=1C(=CC=NC1)C1=NN2C=NC3=C(C2=N1)C=NN3CCC3=CC=CC=C3